O[Si](C1=CC=C(C=C1)[Si](C)(C)O)(C)C 1,4-Bis(hydroxydimethylsilyl)Benzene